NC1=NC(=CC(=N1)C=1C=C(C#N)C=CC1)C=1N=NN(C1)CC1=NC(=CC=C1)COCCOC m-{2-amino-6-[1-({6-[(2-methoxyethoxy)methyl]-2-pyridinyl}methyl)-1H-1,2,3-triazol-4-yl]-4-pyrimidinyl}benzonitrile